N-(3-Cyano-4-fluoro-1H-indol-7-yl)-1-[(1S)-2,2-difluoro-1-(hydroxymethyl)ethyl]pyrazol-4-sulfonamid C(#N)C1=CNC2=C(C=CC(=C12)F)NS(=O)(=O)C=1C=NN(C1)[C@H](C(F)F)CO